C(C)C1(NC(N(C(C1)=O)[C@H](CCC#C)C1=CC(=CC=C1)C(N[C@H]1CC2(CCC2)OC2=CC=CC=C12)=O)=[NH2+])CC [4,4-diethyl-6-oxo-1-[(1R)-1-[3-[[(4S)-spiro[chromane-2,1'-cyclobutane]-4-yl]carbamoyl]phenyl]pent-4-ynyl]hexahydropyrimidin-2-ylidene]ammonium